FC1=C(C=CC(=C1)N1N=CC=C1)NC1=NC=C2C=CC(=NC2=C1)N(S(=O)(=O)C)C1CCNCC1 N-(7-[[2-fluoro-4-(pyrazol-1-yl)phenyl]amino]-1,6-naphthyridin-2-yl)-N-(piperidin-4-yl)methanesulfonamide